6-methyl-6,7-dihydrospiro[cyclopenta[d]pyrazolo[1,5-a]pyrimidine-5,1'-cyclopentane] CC1CC=2C(=NC=3N(C2)N=CC3)C13CCCC3